2-(3-(tert-Butyl)-5-fluoro-2-(methoxymethoxy)phenyl)-4,4,5,5-tetramethyl-1,3,2-dioxaborolane C(C)(C)(C)C=1C(=C(C=C(C1)F)B1OC(C(O1)(C)C)(C)C)OCOC